[4-(Chlorodifluoromethoxy)phenyl]-6-[(3R)-3-hydroxypyrrolidin-1-yl]-5-(1H-pyrazol-5-yl)pyridine-3-carboxamide ClC(OC1=CC=C(C=C1)C1=NC(=C(C=C1C(=O)N)C1=CC=NN1)N1C[C@@H](CC1)O)(F)F